4-(1-hydroxy-4-methylpyrido[3,4-d]pyridazin-7-yl)-3,6-dihydropyridine-1(2H)-carboxylic acid tert-butyl ester C(C)(C)(C)OC(=O)N1CCC(=CC1)C1=CC=2C(=C(N=NC2O)C)C=N1